C(CCCCC)OCC(C)N 1-Hexyloxypropan-2-amin